[N+](=O)([O-])C1=CC=C(C[C@@H](N)C(=O)O)C=C1 D-4-nitrophenylalanine